4-((2-(4-chlorophenyl)-1-(2,2,2-trifluoroethyl)-1H-indol-4-yl)amino)tetrahydro-2H-thiopyran 1,1-dioxide ClC1=CC=C(C=C1)C=1N(C2=CC=CC(=C2C1)NC1CCS(CC1)(=O)=O)CC(F)(F)F